tert-butyl (2S,6S)-4-[1-acetonyl-4-fluoro-3-[(8-fluoro-2-methyl-imidazo[1,2-a]pyridin-6-yl)amino]indazol-6-yl]-2,6-dimethyl-piperazine-1-carboxylate C(C(=O)C)N1N=C(C2=C(C=C(C=C12)N1C[C@@H](N([C@H](C1)C)C(=O)OC(C)(C)C)C)F)NC=1C=C(C=2N(C1)C=C(N2)C)F